N1(CCCCC1)CCN1C=NC2=CC=C(C=C2C1=O)C=1C=CC2=C(NC(=N2)C2=CC=NC=C2)C1 3-(2-(Piperidin-1-yl)ethyl)-6-(2-(pyridin-4-yl)-1H-benzo[d]imidazol-6-yl)quinazolin-4(3H)-one